pyrimidine-5-hydrazide N1=CN=CC(=C1)C(=O)NN